5-bromo-3-chloro-2-(4-fluoro-2-isopropoxy-phenyl)pyrazine BrC=1N=C(C(=NC1)C1=C(C=C(C=C1)F)OC(C)C)Cl